C[C@]1(CC(C(N1S(=O)(=O)C1=CC=C(C=C1)[N+](=O)[O-])=O)P(OCC)(OCC)=O)C(F)(F)F Diethyl ((5S)-5-methyl-1-((4-nitrophenyl)sulfonyl)-2-oxo-5-(trifluoromethyl)pyrrolidin-3-yl)phosphonate